tertbutyl (2-(6-nitropyridin-3-yl)ethyl)carbamate [N+](=O)([O-])C1=CC=C(C=N1)CCNC(OC(C)(C)C)=O